3-(1-ethyl-4-{[4-(pyrrolidin-1-yl)piperidin-1-yl]methyl}-1H-indol-2-yl)prop-2-yn C(C)N1C(=CC2=C(C=CC=C12)CN1CCC(CC1)N1CCCC1)C#CC